C=1NN=CC=2C1C=CC2 cyclopenta[d]pyridazine